C(C)(C)[C@H]1CO[C@@]23CCN(C[C@H]3CCC(N21)=O)C(CC2=CC=C(C=C2)C(F)(F)F)=O (3S,7aR,11aR)-3-isopropyl-9-[2-[4-(trifluoromethyl)phenyl]acetyl]-2,3,6,7,7a,8,10,11-octahydrooxazolo[2,3-j][1,6]naphthyridin-5-one